(3'R)-4'-(3,5-difluorophenoxy)-2',2',3'-trifluoro-7'-(trifluoromethylsulfanyl)spiro[1,3-dioxolane-2,1'-indane] FC=1C=C(OC2=C3[C@H](C(C4(C3=C(C=C2)SC(F)(F)F)OCCO4)(F)F)F)C=C(C1)F